FC1=C(C2=C(CCO2)C=C1NC1=NC(=CC(=N1)C)NC)C=1CC(CN(CC1)C(=O)OC(C)(C)C)OC tert-butyl 5-[6-fluoro-5-[[4-methyl-6-(methylamino) pyrimidin-2-yl] amino]-2,3-dihydrobenzofuran-7-yl]-3-methoxy-2,3,4,7-tetrahydroazepine-1-carboxylate